(E)-2-(2-methoxyvinyl)-4-methylpyridine CO/C=C/C1=NC=CC(=C1)C